4-[4-cyano-2-({[(2'R,4S)-6-(cyclopropylcarbamoyl)-2,3-dihydrospiro[chromene-4,1'-cyclopropan]-2'-yl]carbonyl}amino)phenyl]butanoic acid C(#N)C1=CC(=C(C=C1)CCCC(=O)O)NC(=O)[C@H]1[C@]2(C1)CCOC1=CC=C(C=C12)C(NC1CC1)=O